6-Fluoro-1-(4-(morpholinylmethyl)phenyl)-1,4-dihydrothiochromeno[4,3-c]pyrazole-3-carboxylate FC1=CC=CC2=C1SCC1=C2N(N=C1C(=O)[O-])C1=CC=C(C=C1)CN1CCOCC1